5-(3,5-dichlorophenyl)-N-methyl-5-(trifluoromethyl)-4H-isoxazol-3-amine ClC=1C=C(C=C(C1)Cl)C1(CC(=NO1)NC)C(F)(F)F